N1(N=CC=C1)CC1=CC2=C(C(=NO2)NS(=O)(=O)C2=C(C=CC3=C2OCCN3C)OC)C(=C1F)OC N-(6-((1H-pyrazol-1-yl)methyl)-5-fluoro-4-methoxybenzo[d]isoxazol-3-yl)-7-methoxy-4-methyl-3,4-dihydro-2H-benzo[b][1,4]oxazine-8-sulfonamide